N1=CC(=CC2=CC=CC=C12)C1=NC(=NC=C1)N1C=CN(C=C1)C(=O)OC(C)(C)C tert-butyl 4-(4-(quinolin-3-yl) pyrimidin-2-yl)-1,4-diazine-1-carboxylate